C1(CC1)N1C=C(C2=CC=CC=C12)C1=NC(=NC=C1C=1OC=CN1)NC=1C(=CC(=C(C1)NC(C=C)=O)N1C[C@@H]2CN(C[C@@H]2C1)C)OC N-(5-((4-(1-cyclopropyl-1H-indol-3-yl)-5-(oxazol-2-yl)pyrimidin-2-yl)amino)-4-methoxy-2-((3aR,6aS)-5-methylhexahydropyrrolo[3,4-c]pyrrol-2(1H)-yl)phenyl)acrylamide